[I-].C(C)(C)(C)C1=CC=C(C=C1)C=1C=2N(C=3C([N+]1CCCCCCCCCCCCCCCCCC)=C(N1C(C3C3=CC=C(C=C3)C(C)(C)C)=NC=C1)C#N)C=CN2 4,11-bis(4-(tert-butyl)phenyl)-6-cyano-5-octadecylimidazo[1',2':1,6]pyrido[3,4-e]imidazo[1,2-a]pyrazin-5-ium iodide